NCCCCCN1C(=NC2=C1C(=CC(=C2)CN2CCN(CC2)C)C(N(C)C)=O)NC(=O)C=2C=C(C(=O)O)C=CC2 3-((1-(5-aminopentyl)-7-(dimethylcarbamoyl)-5-((4-methylpiperazin-1-yl)methyl)-1H-benzo[d]imidazol-2-yl)carbamoyl)benzoic acid